CC=1C=C(C=CC1C)C(CC1=NC(=NC(=N1)N[C@@H](CO)CC(C)C)NS(=O)(=O)C)C N-(4-(2-(3,4-Dimethylphenyl)propyl)-6-(((R)-1-hydroxy-4-methylpentan-2-yl)amino)-1,3,5-triazin-2-yl)methanesulfonamide